NC=1C2=C(N=C(N1)Cl)N(C=C2C=2SC=CN2)[C@@H]2C[C@@H]([C@@H]1[C@H]2OC(O1)(C)C)CNC([O-])=O N-{[(3aR,4R,6R,6aS)-6-[4-amino-2-chloro-5-(1,3-thiazol-2-yl)pyrrolo[2,3-d]pyrimidin-7-yl]-2,2-dimethyl-tetrahydro-3aH-cyclopenta[d][1,3]dioxol-4-yl]methyl}carbamate